4-(3-methyl-4-(methylsulfonyl)phenyl)-5-(methylsulfonyl)-1-trityl-1H-indazol-3-ol CC=1C=C(C=CC1S(=O)(=O)C)C1=C2C(=NN(C2=CC=C1S(=O)(=O)C)C(C1=CC=CC=C1)(C1=CC=CC=C1)C1=CC=CC=C1)O